BrC=1C=C2C(=NC1)N=C(O2)C=2C(=C(C=C(C2)F)NC(C2=C(C=C(C(=C2)F)C#N)F)=O)C N-(3-(6-bromooxazolo[4,5-b]pyridin-2-yl)-5-fluoro-2-methylphenyl)-4-cyano-2,5-difluorobenzamide